Methyl 5-(chloro (hydroxyimino) methyl)-1-methyl-1H-pyrazole-3-carboxylate ClC(C1=CC(=NN1C)C(=O)OC)=NO